tris(2,3,4,5,6-pentafluorophenyl)borane tert-butyl-(1-(benzyl((trimethylsilyl)methyl)amino)propan-2-yl)carbamate C(C)(C)(C)N(C(O)=O)C(CN(C[Si](C)(C)C)CC1=CC=CC=C1)C.FC1=C(C(=C(C(=C1F)F)F)F)B(C1=C(C(=C(C(=C1F)F)F)F)F)C1=C(C(=C(C(=C1F)F)F)F)F